(2S,4R)-1-{6-acetyl-6-azaspiro[2.5]octane-1-carbonyl}-4-fluoro-N-[(S)-phenyl[4-(propan-2-yl)phenyl]methyl]pyrrolidine-2-carboxamide C(C)(=O)N1CCC2(CC2C(=O)N2[C@@H](C[C@H](C2)F)C(=O)N[C@H](C2=CC=C(C=C2)C(C)C)C2=CC=CC=C2)CC1